Ethyl (E)-4-((4-(10-benzyl-3-chloro-11-oxo-10,11-dihydro-5H-dibenzo[b,e][1,4]diazepin-5-yl)butyl)amino)but-2-enoate maleate C(\C=C/C(=O)O)(=O)O.C(C1=CC=CC=C1)N1C2=C(N(C3=C(C1=O)C=CC(=C3)Cl)CCCCNC/C=C/C(=O)OCC)C=CC=C2